C=1C=CN2C1C=CC=C2 pyrrolo[1,5-a]pyridine